4-methyl-1-(prop-2-yn-1-yl)quinolin-1-ium bromide [Br-].CC1=CC=[N+](C2=CC=CC=C12)CC#C